C(C)OC=1C=NC(=NC1)N1CCC(CC1)CCCOC1=CC(=C(C(=C1)F)CC(=O)N1CC(C1)CNC[C@@H]([C@H]([C@@H]([C@@H](CO)O)O)O)O)F 2-[4-[3-[1-(5-ethoxypyrimidin-2-yl)-4-piperidyl]propoxy]-2,6-difluoro-phenyl]-1-[3-[[[(2S,3R,4R,5R)-2,3,4,5,6-pentahydroxyhexyl]amino]methyl]azetidin-1-yl]ethanone